C(C)OCCCO[SiH3] ethoxypropoxysilane